ClC1=C(C#N)C=CC(=C1)N1CC2(CC1)CCN(CC2)C(C2=CC=C(C=C2)N2CCNCC2)=O 2-Chloro-4-(8-(4-(piperazin-1-yl)benzoyl)-2,8-diazaspiro[4.5]decan-2-yl)benzonitrile